N1C=CC=C1C=O Azole-5-carboxaldehyde